5,10,15,20-Tetraphenyl-21H,23H-porphine zinc (II) [Zn+2].C1(=CC=CC=C1)C=1C2=CC=C(N2)C(=C2C=CC(C(=C3C=CC(=C(C=4C=CC1N4)C4=CC=CC=C4)N3)C3=CC=CC=C3)=N2)C2=CC=CC=C2